(S,E)-methyl 7-(1-(2-((1R,2R,4S)-bicyclo[2.2.1]heptan-2-ylamino)-2-oxoethyl)-2-oxo-1,2-dihydropyridin-3-ylamino)-6-(4-methyl-1,2,3-thiadiazole-5-carboxamido)-7-oxohept-2-enoate [C@@H]12[C@@H](C[C@@H](CC1)C2)NC(CN2C(C(=CC=C2)NC([C@H](CC/C=C/C(=O)OC)NC(=O)C2=C(N=NS2)C)=O)=O)=O